2-(4-chlorophenyl)-N-((7-(2,6-dioxopiperidin-3-yl)-6-oxo-7,8-dihydro-6H-furo[2,3-e]isoindol-4-yl)methyl)-2,2-difluoroacetamide ClC1=CC=C(C=C1)C(C(=O)NCC1=C2C(=C3CN(C(C3=C1)=O)C1C(NC(CC1)=O)=O)OC=C2)(F)F